(R)-3-(5-(3-hydroxy-1-methyl-2-oxopyrrolidin-3-yl)isoxazol-3-yl)phenylboronic acid O[C@@]1(C(N(CC1)C)=O)C1=CC(=NO1)C=1C=C(C=CC1)B(O)O